methyl (2S,3R)-4-(2-(5-cyclopropyl-4,7-difluoro-3,3-dimethyl-2-oxoindolin-1-yl)acetamido)-2,3-dimethylbutanoate C1(CC1)C=1C(=C2C(C(N(C2=C(C1)F)CC(=O)NC[C@@H]([C@@H](C(=O)OC)C)C)=O)(C)C)F